O4-tert-butyl O8-methyl 4-methylchromane-4,8-dicarboxylate CC1(CCOC2=C(C=CC=C12)C(=O)OC)C(=O)OC(C)(C)C